ClC1=C(C=CC(=C1)OCC1COC1)C=1N(C2=NC=NC(=C2N1)OC1(CC1)C)CC1=NC=CC(=C1)C 8-(2-chloro-4-(oxetan-3-ylmethoxy)phenyl)-6-(1-methylcyclopropoxy)-9-((4-methylpyridin-2-yl)methyl)-9H-purine